N1(CCNCC1)C1CC2(C1)CCN(CC2)C=2C=NC(=NC2)N2C[C@H]1N(C=3C(=NN=C(C3)C3=C(C=CC=C3)O)NC1)CC2 (S)-2-(8-(5-(2-(piperazin-1-yl)-7-azaspiro[3.5]nonan-7-yl)pyrimidin-2-yl)-6,6a,7,8,9,10-hexahydro-5H-pyrazino[1',2':4,5]pyrazino[2,3-c]pyridazin-2-yl)phenol